OC1(CC(C1)C(=O)N1CC2(C1)C[C@H](CC2)CC2=CC=C(C=C2)C(C)C)C |r| (rac)-((1s,3s)-3-hydroxy-3-methylcyclobutyl)(6-(4-isopropylbenzyl)-2-azaspiro[3.4]oct-2-yl)methanone